N=1C=NN2C1C=C(C=C2)C2=CNC=1N=C(N=CC12)NC1CCC(CC1)NC(C)=O N-((1r,4r)-4-((5-([1,2,4]triazolo[1,5-a]pyridin-7-yl)-7H-pyrrolo[2,3-d]pyrimidin-2-yl)amino)cyclohexyl)acetamide